CN(C(C1=CC=C(C=C1)C1=NSC(=N1)SC)=O)C N,N-dimethyl-4-(5-(methylthio)-1,2,4-thiadiazol-3-yl)benzamide